ethyl (E)-(3-(4-hydroxyphenyl)acryloyl)glycinate OC1=CC=C(C=C1)/C=C/C(=O)NCC(=O)OCC